N-[(1s,3s)-3-hydroxycyclobutyl]Carbamic acid tert-butyl ester C(C)(C)(C)OC(NC1CC(C1)O)=O